FC(C)(F)C=1C=C(C=O)C=CC1 3-(1,1-difluoroethyl)benzaldehyde